1-(4-fluorophenyl)-N-(2,3,6-trifluoro-4-((3-(2-(((3S,5S)-5-fluoropiperidin-3-yl)amino)pyrimidin-4-yl)pyridin-2-yl)oxy)phenyl)methanesulfonamide FC1=CC=C(C=C1)CS(=O)(=O)NC1=C(C(=C(C=C1F)OC1=NC=CC=C1C1=NC(=NC=C1)N[C@@H]1CNC[C@H](C1)F)F)F